N-((3S,4R)-3-Fluoro-1-methylpiperidin-4-yl)-4-methoxy-5-(pyrazolo[1,5-a]pyridin-5-yl)pyrrolo[2,1-f][1,2,4]triazin-2-amine F[C@H]1CN(CC[C@H]1NC1=NN2C(C(=N1)OC)=C(C=C2)C2=CC=1N(C=C2)N=CC1)C